(1R,3S)-3-(3-{[(2-methyl-1,3-thiazol-5-yl)acetyl]amino}-1H-pyrazol-5-yl)cyclopentyl [(1R,2S)-2-methylcyclopentyl]carbamate C[C@@H]1[C@@H](CCC1)NC(O[C@H]1C[C@H](CC1)C1=CC(=NN1)NC(CC1=CN=C(S1)C)=O)=O